FC1=CC(=CC=C1)C#CC(=C)C 1-Fluoro-3-(3-methyl-3-buten-1-yn-1-yl)benzene